ClC1=CC=C2C(N(C=NC2=C1)C)=O 7-chloro-3-methylquinazolin-4-one